1-(2-((2S,4R)-2-(3-chlorobenzylcarbamoyl)-4-fluoropyrrolidin-1-yl)-2-oxoethyl)-5-(pyridazin-4-yl)-1H-indazole-3-carboxamide ClC=1C=C(CNC(=O)[C@H]2N(C[C@@H](C2)F)C(CN2N=C(C3=CC(=CC=C23)C2=CN=NC=C2)C(=O)N)=O)C=CC1